1,1''-(heptane-1,7-diyl)bis(4,7-dimethyl-4'-methylenespiro[indoline-3,2'-pyrrolidine]-2,5'-dione) C(CCCCCCN1C(C2(NC(C(C2)=C)=O)C2=C(C=CC(=C12)C)C)=O)N1C(C2(NC(C(C2)=C)=O)C2=C(C=CC(=C12)C)C)=O